methyl (S)-3-[(tert-butoxycarbonyl) (methyl) amino]-4-methoxybutyrate C(C)(C)(C)OC(=O)N([C@@H](CC(=O)OC)COC)C